(R)-2-amino-2-(2-fluoro-4-(1H-1,2,4-triazol-5-yl)phenyl)-4,4-dimethylpentanoic acid isopropyl ester C(C)(C)OC([C@@](CC(C)(C)C)(C1=C(C=C(C=C1)C1=NC=NN1)F)N)=O